2-[rac-(3R,4R)-3-methyltetrahydropyran-4-yl]oxyethanol C[C@@H]1COCC[C@H]1OCCO |r|